4-cyclopropylisothiazol-3-ol C1(CC1)C=1C(=NSC1)O